NCC1(CN(C1)C1=C(C=NC2=CC=C(C=C12)C=1C=C(C(=O)N)C=C(C1)F)C1=CC(=CC(=C1)C)F)C 3-{4-[3-(aminomethyl)-3-methylazetidin-1-yl]-3-(3-fluoro-5-methylphenyl)quinolin-6-yl}-5-fluorobenzamide